platinum-iron-zinc [Zn].[Fe].[Pt]